C1(=CC=CC=C1)C1OCC(O1)C(=O)O 2-phenyl-4-carboxyl-1,3-dioxolane